ClC=1C=C2C(C(=C(NC2=CC1OC)C)C1=CC=C(C=C1)C1=CC=C(C=C1)OCC(F)(F)F)=O 6-Chloro-7-methoxy-2-methyl-3-(4'-(trifluoroethoxy)-[1,1'-biphenyl]-4-yl)quinolin-4(1H)-one